C1(=CC=CC=C1)C(C)N1C(NC2=C1C=CC=C2)=O (1-phenylethyl)-1,3-dihydro-2H-benzo[d]imidazol-2-one